(2-bromo-4-phenoxyphenyl)-6-methoxy-7-((1-methylpiperidin-4-yl)methoxy)quinazolin-4-amine BrC1=C(C=CC(=C1)OC1=CC=CC=C1)C1=NC2=CC(=C(C=C2C(=N1)N)OC)OCC1CCN(CC1)C